FC1=C(C=C(C=C1)NC(C=C)=O)NC1=NC(=NC=C1C=1C=NC(=CC1)N1CCOCC1)NC=1C=NN(C1)C N-(4-fluoro-3-((2-((1-methyl-1H-pyrazol-4-yl)amino)-5-(6-morpholinopyridin-3-yl)pyrimidin-4-yl)amino)phenyl)acrylamide